(4-fluoronaphthalen-2-yl)boric acid FC1=CC(=CC2=CC=CC=C12)OB(O)O